C(C1=CC=CC=C1)OC1=C(C(=C(C(=O)OC2=C(C(=C(C(=O)OCOC)C(=C2C)C)OCC)C)C(=C1)C)C)C methoxymethyl 4-((4-(benzyloxy)-2,3,6-trimethyl benzoyl) oxy)-2-ethoxy-3,5,6-trimethylbenzoate